1-chloro-3-(3,4-dichlorophenyl)propan-2-amine hydrochloride Cl.ClCC(CC1=CC(=C(C=C1)Cl)Cl)N